8-ethynyl-3-(methoxymethoxy)naphthalene C(#C)C=1C=CC=C2C=C(C=CC12)OCOC